C(C=C)(=O)N1C[C@@H]2COC3=C(C(N2CC1)=O)C(=NC(=C3Cl)C3=C(C=CC=C3O)F)N3[C@H](CCC3)C (6aR)-8-acryloyl-1-((S)-2-methylpyrrolidin-1-yl)-4-chloro-3-(2-fluoro-6-hydroxyphenyl)-6,6a,7,8,9,10-hexahydro-12H-pyrazino[2,1-c]pyrido[3,4-f][1,4]oxazepin-12-one